C(C(=O)O)(=O)O.ClC(COC=1C(C(=O)O)=CC=CC1)CC(CCl)Cl.ClC(COC=1C(C(=O)O)=CC=CC1)CC(CCl)Cl bis(2,4,5-trichloro n-amyl salicylate) oxalate